4-(naphthalen-2-yl)benzonitrile C1=C(C=CC2=CC=CC=C12)C1=CC=C(C#N)C=C1